BrC1=C2C(=C(NC2=C(C=C1)C(=O)N)C)C 4-bromo-2,3-dimethyl-1H-indole-7-carboxamide